guanosine monophosphate P(=O)(O)(O)OC[C@@H]1[C@H]([C@H]([C@@H](O1)N1C=NC=2C(=O)NC(N)=NC12)O)O